C(C)N1N=CC(=C1)C=1C=C2C[C@H](N([C@@H](C2=CC1)C1=C(C=C(OCC2(CC2)N)C=C1F)F)CC(C)(C)F)C 1-((4-((1S,3R)-6-(1-ethyl-1H-pyrazol-4-yl)-2-(2-fluoro-2-methylpropyl)-3-methyl-1,2,3,4-tetrahydroisoquinolin-1-yl)-3,5-difluorophenoxy)methyl)cyclopropane-1-amine